(R)-sec-Butyl (2-((S)-1-(2,3-difluorobenzyl)-5-oxopyrrolidin-2-yl)acetyl)-L-valinate FC1=C(CN2[C@@H](CCC2=O)CC(=O)N[C@@H](C(C)C)C(=O)O[C@H](C)CC)C=CC=C1F